C1(C2=CC=C(C(=O)OCCO1)C=C2)=O ethylene terephthalate